CC1=CC=CC=C1C(=O)NN Methylbenzohydrazide